dibeta-alanine acrylate C(C=C)(=O)O.NCCC(=O)O.NCCC(=O)O